3-bromo-1-(4-fluorophenyl)-2-isopropyl-4-(methoxymethoxy)pyrrolo[2,3-c]pyridine BrC1=C(N(C2=CN=CC(=C21)OCOC)C2=CC=C(C=C2)F)C(C)C